3-bromo-N-((1-(2-((tert-butyldimethylsilyl)oxy)ethyl)-1H-pyrazol-4-yl)methyl)-2-fluoro-N-methylbenzamide BrC=1C(=C(C(=O)N(C)CC=2C=NN(C2)CCO[Si](C)(C)C(C)(C)C)C=CC1)F